C(C)(C)(C)OC(=O)NCC(=O)N[C@@H](C(C)C)C(=O)O N-(tert-Butoxycarbonyl)glycyl-L-valine